COC=1C=C2C(=NC1)N(N=C2C2=NOC(N2)=O)C2=CC=C(C=C2)C(F)(F)F 3-(5-Methoxy-1-(4-(trifluoromethyl)phenyl)-1H-pyrazolo[3,4-b]pyridin-3-yl)-1,2,4-oxadiazol-5(4H)-one